(4-tert-butylphenyl)phenyliodonium C(C)(C)(C)C1=CC=C(C=C1)[I+]C1=CC=CC=C1